ClC=1C(=C(C=CC1)N1CCN(CC1)C(CN1N=C(C=2CC(CCC12)F)C(=O)N1C[C@@H]([C@@H](CC1)O)F)=O)C 1-(4-(3-Chloro-2-methylphenyl)piperazin-1-yl)-2-(5-fluoro-3-((3S,4R)-3-fluoro-4-hydroxypiperidin-1-carbonyl)-4,5,6,7-tetrahydro-1H-indazol-1-yl)ethan-1-on